BrC=1C(=CC2=C(N=C(S2)N)C1)C 5-bromo-6-methyl-1,3-benzothiazole-2-amine